3-[1-(3-bromophenyl)propyl]-4-methyl-1,2,4-triazole BrC=1C=C(C=CC1)C(CC)C1=NN=CN1C